ClC1=C(C(=NC(=N1)SC)N1C[C@H]2CC[C@@H](C1)N2C(=O)OC(C)(C)C)C#N tert-butyl (1r,5s)-3-(6-chloro-5-cyano-2-(methylthio) pyrimidin-4-yl)-3,8-diazabicyclo[3.2.1]octane-8-carboxylate